(S)-N-(1-(3-bromo-5-fluoropyridin-2-yl)pent-4-en-1-ylidene)-2-methylpropane-2-sulfinamide BrC=1C(=NC=C(C1)F)C(CCC=C)=N[S@@](=O)C(C)(C)C